1-(3-acetylphenyl)-3-(3-(2-methoxyphenyl)-4-oxo-3,4-dihydroquinazolin-6-yl)urea C(C)(=O)C=1C=C(C=CC1)NC(=O)NC=1C=C2C(N(C=NC2=CC1)C1=C(C=CC=C1)OC)=O